C(C)(C)N(CCN(CCN(C)C(C)C)C(C)C)C N,N',N''-triisopropyl-N,N''-dimethyldiethylenetriamine